[Fe].[Ni].OC1=C(C=C(C=C1)O)S(=O)(=O)O 2,5-dihydroxybenzenesulfonic acid nickel iron